COC(C(C)(C)C1=CC(=CC=C1)OC1CN(C1)C(=O)N1CC2(C1)CC(C2)N2N=C(N=C2)C2CC2)=O 2-[3-[1-[6-(3-cyclopropyl-1,2,4-triazol-1-yl)-2-azaspiro[3.3]heptane-2-carbonyl]azetidin-3-yl]oxyphenyl]-2-methylpropanoic acid methyl ester